3-((dimethoxyphosphoryl)methyl)-2-(4-hydroxy-2-methylbutan-2-yl)-5-methylphenyl-phosphorous acid diisopropyl ester C(C)(C)OP(OC(C)C)(O)C1=C(C(=CC(=C1)C)CP(=O)(OC)OC)C(C)(CCO)C